FC1=C(C(=NC(=N1)C=1C=C(N(C1)C)C(=O)OC)OC)C(F)(F)F methyl 4-[6-fluoro-4-methoxy-5-(trifluoromethyl) pyrimidin-2-yl]-1-methyl-1H-pyrrole-2-carboxylate